3-(Hydroxy-methyl)piperidin-3-ol hydrochloride Cl.OCC1(CNCCC1)O